C(C)(=O)C1=CC=C(OCCCCC(=O)NC2=C(C(=O)NC3=C(C(=O)O)C=CC=C3)C=C(C=C2)C)C=C1 2-(2-(5-(4-Acetylphenoxy)pentanoylamino)-5-methylbenzoylamino)benzoic acid